ClC1=C(C=CC(=C1)F)C=1C(=NN(C1NC1=C(C=CC=C1)[N+](=O)[O-])C)C(F)(F)F 4-(2-chloro-4-fluorophenyl)-1-methyl-N-(2-nitrophenyl)-3-(trifluoromethyl)-1H-pyrazol-5-amine